N-(6-([1,3]Dioxolo[4,5-b]pyridin-6-yl)-2-methoxypyridin-3-yl)-5-methyl-3-phenylisoxazole-4-carboxamide O1COC2=NC=C(C=C21)C2=CC=C(C(=N2)OC)NC(=O)C=2C(=NOC2C)C2=CC=CC=C2